[Si](C)(C)(C(C)(C)C)OCC(CCCC)(C)C1=NC=CC=2N=C(N=C(C21)N)Cl (1-((tert-butyldimethylsilyl)oxy)-2-methylhex-2-yl)-2-chloropyrido[4,3-d]pyrimidin-4-amine